methyl 2-(6-methylhept-5-en-2-yl)cyclopropane-1-carboxylate CC(=CCCC(C)C1C(C1)C(=O)OC)C